ClC1=NC(=CC=C1)C(F)(F)F 2-chloro-6-trifluoromethylpyridine